3-chloro-4-methyl-5-((1-methylpyrrolidin-3-yl)oxy)aniline ClC=1C=C(N)C=C(C1C)OC1CN(CC1)C